1-(2,4-dichlorophenyl)-2-((4-(3,4-dimethylthieno[2,3-b]thiophen-2-yl)pyrimidin-2-yl)thio)ethan-1-one ClC1=C(C=CC(=C1)Cl)C(CSC1=NC=CC(=N1)C1=C(C2=C(SC=C2C)S1)C)=O